N1(CCC1)C1=CC2=C(C(=N1)CNC)CN(C2=O)C2=NC(=CC=C2)N2C(OC[C@@H]2C)=O 6-(azetidin-1-yl)-4-[(methylamino)methyl]-2-{6-[(4S)-4-methyl-2-oxo-1,3-oxazolidin-3-yl]pyridin-2-yl}-2,3-dihydro-1H-pyrrolo[3,4-c]pyridin-1-one